(Z)-5-((6-chloro-7-methoxyl-1H-indol-3-yl)methylene)-3-(1-(3,4-difluorophenyl)ethyl)imidazolidine-2,4-dione ClC1=CC=C2C(=CNC2=C1OC)\C=C/1\C(N(C(N1)=O)C(C)C1=CC(=C(C=C1)F)F)=O